CC=1C(=C(N)C=C(C1)OC(F)(F)F)C#C[Si](C)(C)C 3-methyl-5-(trifluoromethoxy)-2-((trimethylsilyl)-ethynyl)aniline